N-[7-methoxy-4-(1-methyl-1H-pyrazol-4-yl)-1H-1,3-benzodiazol-2-yl]-4-oxopiperidine-1-carboxamide COC1=CC=C(C2=C1NC(=N2)NC(=O)N2CCC(CC2)=O)C=2C=NN(C2)C